Methyl 4-(((5-((7-chloroquinazolin-4-yl)amino)pentyl)(2-hydroxyethyl)amino)methyl)benzoate ClC1=CC=C2C(=NC=NC2=C1)NCCCCCN(CCO)CC1=CC=C(C(=O)OC)C=C1